(6-chloro-5-(difluoromethoxy)pyridin-2-yl)((4s,5r)-3,3,7,7-tetrafluoro-4-hydroxy-1-azaspiro[4.4]nonan-1-yl)methanone ClC1=C(C=CC(=N1)C(=O)N1CC([C@H]([C@@]12CC(CC2)(F)F)O)(F)F)OC(F)F